NC1=NN(C=C1C=1C=2N(C=C(N1)C=1C=NN(C1)C)N=CC2)C2(CC(C2)OC)CC#N ((1r,3s)-1-(3-amino-4-(6-(1-methyl-1H-pyrazol-4-yl)pyrazolo[1,5-a]pyrazin-4-yl)-1H-pyrazol-1-yl)-3-methoxycyclobutyl)acetonitrile